C(=O)=C1OC(C=C1)=C=O 2,5-dicarbonyl-furan